neononylacetat C(CCCCC(C)(C)C)OC(C)=O